[Pd](Cl)Cl.C1(=CC=CC=C1)N1CN(C=C1)C(F)F 1-phenyl-3-difluoromethyl-imidazole palladium dichloride